C1(CCC1)N1N=CC=2CNCCOC21 Cyclobutyl-4,5,6,7-tetrahydro-1H-pyrazolo[4,3-f][1,4]oxazepine